[O-2].[Al+3].[Mg+2].[Zr+4] zirconium-magnesium-aluminum oxide